2-[6-(2-bromo-4-methyl-thiazol-5-yl)oxy-5-chloro-3-pyridyl]-4-[(2,6-difluorophenyl)methyl]-1,2,4-triazol-3-one BrC=1SC(=C(N1)C)OC1=C(C=C(C=N1)N1N=CN(C1=O)CC1=C(C=CC=C1F)F)Cl